2-[1-[(4-isopropylphenyl)methyl]-5-oxopyrrolidin-2-yl]-N-(1-methyl-1H-1,2,4-triazol-5-yl)acetamid C(C)(C)C1=CC=C(C=C1)CN1C(CCC1=O)CC(=O)NC1=NC=NN1C